N,N'-bis(3-methylphenyl)-N,N'-bis(phenyl)-2,7-diamino-9,9-spirobifluorene CC=1C=C(C=CC1)N(C1=CC=2C3(C4=CC(=CC=C4C2C=C1)N(C1=CC=CC=C1)C1=CC(=CC=C1)C)C1=CC=CC=C1C=1C=CC=CC13)C1=CC=CC=C1